cyclohexyl-methanesulfonamide maleate C(\C=C/C(=O)O)(=O)O.C1(CCCCC1)CS(=O)(=O)N